3-ethoxy-4-(1-ethyl-1,2,3,6-tetrahydropyridin-4-yl)-2-Nitroaniline C(C)OC=1C(=C(N)C=CC1C=1CCN(CC1)CC)[N+](=O)[O-]